C(C1=CC=CC=C1)OCN1C(NN=C(C1=O)C1CC1)=O 4-((benzyloxy)methyl)-6-cyclopropyl-1,2,4-triazine-3,5(2H,4H)-dione